6-methyl-2-oxo-1,2-dihydroquinoline CC=1C=C2C=CC(NC2=CC1)=O